C(CCC)C1N(S(C2=C(N(C1)C1=CC=C(C=C1)F)C=C(C(=C2)O\C=C(\C(=O)O)/F)SC)(=O)=O)CC2=CC=C(C=C2)OC (Z)-3-((3-butyl-5-(4-fluorophenyl)-2-(4-methoxybenzyl)-7-(methylthio)-1,1-dioxido-2,3,4,5-tetrahydro-1,2,5-benzothiadiazepin-8-yl)oxy)-2-fluoroacrylic acid